CC=1N=C2N(N=C(C=C2C)C=2SC3=C(N2)SC(=C3)C3CN(CC3)C(=O)OC(C)(C)C)C1 tert-butyl 3-(2-{2,8-dimethylimidazo[1,2-b]pyridazin-6-yl}thieno[2,3-d][1,3]thiazol-5-yl)pyrrolidine-1-carboxylate